4-chloro-6-fluoro-7-(1-(tetrahydro-2H-pyran-2-yl)-1H-pyrazol-5-yl)quinolin-2-amine ClC1=CC(=NC2=CC(=C(C=C12)F)C1=CC=NN1C1OCCCC1)N